6-bromo-3-ethynyl-N-isopropylquinolin-4-amine BrC=1C=C2C(=C(C=NC2=CC1)C#C)NC(C)C